C(C)(C)(C)OC([C@@H](NC(=O)OCC1C2=CC=CC=C2C=2C=CC=CC12)CCC(=O)O)=O N-(9-fluorenylmethoxycarbonyl)-glutamic acid-1-tert-butyl ester